Cl.CNC(=O)[C@@H]1CNCC1 (S)-N-methylpyrrolidine-3-carboxamide hydrochloride